2-Methoxy-5-nitro-3-vinylpyridine COC1=NC=C(C=C1C=C)[N+](=O)[O-]